2-(4-methoxyphenyl)-N-(3-(methylamino)propyl)quinolin-4-amine hydrochloride Cl.COC1=CC=C(C=C1)C1=NC2=CC=CC=C2C(=C1)NCCCNC